C(=C\CC=1C=C(C=CC1)C)/C=1C=C(C=CC1)C (E)-3,3'-(prop-1-ene-1,3-diyl)bis(methylbenzene)